behenic acid methacrylate C(C(=C)C)(=O)O.C(CCCCCCCCCCCCCCCCCCCCC)(=O)O